((S)-1-(4-Methylphenyl)ethyl)-4-((R)-3-(3-(trifluoromethyl)phenoxy)pyrrolidin-1-yl)tetrahydro-2H-pyran-4-carboxamide, hydrochloride Cl.CC1=CC=C(C=C1)[C@H](C)C1OCCC(C1)(C(=O)N)N1C[C@@H](CC1)OC1=CC(=CC=C1)C(F)(F)F